3-[(1R,2S)-2-(3,4-difluorophenyl)cyclopropyl]-1-methyl-1-[(3R)-1-(pyridazin-3-yl)piperidin-3-yl]urea FC=1C=C(C=CC1F)[C@H]1[C@@H](C1)NC(N([C@H]1CN(CCC1)C=1N=NC=CC1)C)=O